ClC=1C=C(C#N)C=CC1OC[C@H](C)OC1=CC(=CC=C1)N1C(=NC=C1)C (S)-3-chloro-4-(2-(3-(2-methyl-1H-imidazol-1-yl)phenoxy)propoxy)benzonitrile